C(C1=CC=CC=C1)OC1=NC(=CC=C1N1C(N(C2=C1C=CC(=C2)C2=CCN(CC2(F)F)C(=O)OC(C)(C)C)C)=O)OCC2=CC=CC=C2 tert-butyl 4-(1-(2,6-bis(benzyloxy)pyridin-3-yl)-3-methyl-2-oxo-2,3-dihydro-1H-benzo[d]imidazol-5-yl)-5,5-difluoro-5,6-dihydropyridine-1(2H)-carboxylate